BrC=1C(=C(SC1)C1=C(C=CC=C1)C)C1=C(C=CC=C1)C 4-bromo-2,3-di-o-tolylthiophene